S(=O)(=O)(C)C1=CC=C(C=C1)NCC=1C=C(C=CC1)C1=CC(=C2C=CN(C2=C1)CC(F)(F)F)NC1CCN(CC1)C 6-{m-[(p-mesylphenylamino)methyl]phenyl}-4-(1-methyl-4-piperidylamino)-1-(2,2,2-trifluoroethyl)indole